4-(Azidomethyl)piperidine hydrochloride Cl.N(=[N+]=[N-])CC1CCNCC1